3-(5-Bromo-3-fluoro-6-methylpyridin-2-yl)-3-azabicyclo[3.1.0]hexan-2-one BrC=1C=C(C(=NC1C)N1C(C2CC2C1)=O)F